N1(CCC1)CC1=C(CN(C(OC(C)(C)C)=O)C2=CC(=C(C(=C2)F)S(NC=2N=CSC2)(=O)=O)F)C=CC=C1 tert-butyl (2-(azetidin-1-ylmethyl)benzyl)(3,5-difluoro-4-(N-(thiazol-4-yl)sulfamoyl)phenyl)carbamate